C1(CCCC1)N1C(=CC2=C1N=C(N=C2)NC2=NC=C(C=C2)N2CCN(CC2)CC2=CC(=NC=C2)C2C(NC(CC2)=O)=O)C(=O)N(C)C 7-cyclopentyl-2-((5-(4-((2-(2,6-dioxopiperidin-3-yl)pyridin-4-yl)methyl)piperazin-1-yl)pyridin-2-yl)amino)-N,N-dimethyl-7H-pyrrolo[2,3-d]pyrimidine-6-carboxamide